C(C)(C)[P@@](CCC1=NC=CC=C1C)(C1=CC=CC=C1)=O (S)-isopropyl-(phenyl)(2-(3-methylpyridin-2-yl)ethyl)phosphorus oxide